2-(((2-(4-(2-hydroxyethyl)piperazin-1-yl)ethyl)amino)methylene)cyclohexane-1,3-dione OCCN1CCN(CC1)CCNC=C1C(CCCC1=O)=O